FC(C1=CC=C(C=N1)C1CC2(CN(C2)C(=O)OC(C)(C)C)C1)(F)F Tert-Butyl 6-[6-(trifluoromethyl)-3-pyridyl]-2-azaspiro[3.3]heptane-2-carboxylate